FC1([C@@H]2C[C@H](C[C@H](C1)N2)OC2=CC=C(N=N2)C2=C(C=C(C=C2)N2C=NC=C2)O)F 2-(6-(((1r,3s,5s)-6,6-difluoro-8-azabicyclo[3.2.1]oct-3-yl)oxy)pyridazin-3-yl)-5-(1H-imidazol-1-yl)phenol